propyl thioglycolate (propyl thioglycolate) C(CC)C(C(=O)O)S.C(CS)(=O)OCCC